N1(CCOCC1)C1CCN(CC1)C=O (4-morpholin-4-yl-piperidin-1-yl)-methanone